N-[(1S)-2-(tert-butoxy)-1-{5-[3-({6-cyclopropanecarboxamido-3-[(2H3)methylcarbamoyl]pyridazin-4-yl}amino)-2-methoxyphenyl]-1,2,4-oxadiazol-3-yl}ethyl]carbamic acid tert-butyl ester C(C)(C)(C)OC(N[C@H](COC(C)(C)C)C1=NOC(=N1)C1=C(C(=CC=C1)NC1=C(N=NC(=C1)NC(=O)C1CC1)C(NC([2H])([2H])[2H])=O)OC)=O